NC=1C=2N(C=CN1)C(=NC2C2=C(C=C(C(=O)NC1=NC=CC(=C1)N1CCOCC1)C=C2)F)[C@H]2NCC1(CC1)C2 (S)-4-(8-amino-3-(5-azaspiro[2.4]heptane-6-yl)imidazo[1,5-a]pyrazin-1-yl)-3-fluoro-N-(4-morpholinopyridin-2-yl)benzamide